8-(4-(2,3-dimethyl-2-butoxycarbonyl)phenyl)-tetracyclo[4.4.0.12,5.17,10]-3-dodecene CC(C)(C(C)C)OC(=O)C1=CC=C(C=C1)C1C2C3C4C=CC(C3C(C1)C2)C4